N-methyl-anthranilic acid methyl ester COC(C=1C(NC)=CC=CC1)=O